Diethyl ((6-((tert-butyldimethylsilyl)oxy)benzo[d]thiazol-2-yl)methyl)phosphonate [Si](C)(C)(C(C)(C)C)OC1=CC2=C(N=C(S2)CP(OCC)(OCC)=O)C=C1